1,1-dibromo-3,3-dipropyl-1,3-disilacyclobutane Br[Si]1(C[Si](C1)(CCC)CCC)Br